1-amino-3-methylhexyl vinyl ether C(=C)OC(CC(CCC)C)N